C(C)(C)OC(=O)C1CC2CC2CC1 bicyclo[4.1.0]heptane-3-carboxylic acid isopropyl ester